CC1=NC2=C(N1CCCC=C)C=CC=C2 2-methyl-1-(4-penten-1-yl)1H-benzimidazole